S-(+)-Carvone CC1=CC[C@@H](CC1=O)C(=C)C